(S)-2-amino-N-((3-(4-ethyl-8-fluoro-4-hydroxy-9-methyl-3,14-dioxo-3,4,12,14-tetrahydro-1H-pyrano[3',4':6,7]indolizino[1,2-b]quinolin-11-yl)propoxy)methyl)acetamide NCC(=O)NCOCCCC1=C2C(=NC=3C=C(C(=CC13)C)F)C1=CC3=C(C(N1C2)=O)COC([C@]3(O)CC)=O